C(C)(C)(C)OC(=O)N1CC2(C1)CC(C2)C(NC=2N=CC1=CC=C(C=C1C2)C=2C=NN(C2CN2CCCCC2)C)=O 6-((6-(1-methyl-5-(piperidin-1-ylmethyl)-1H-pyrazol-4-yl)isoquinolin-3-yl)carbamoyl)-2-azaspiro[3.3]heptane-2-carboxylic acid tert-butyl ester